N-(2-chloro-4-(trifluoromethyl)phenyl)-2-(5-ethyl-2-(4-hydroxycyclohex-1-en-1-yl)-7-oxo-[1,2,4]triazolo[1,5-a]pyrimidin-4(7H)-yl)acetamide ClC1=C(C=CC(=C1)C(F)(F)F)NC(CN1C=2N(C(C=C1CC)=O)N=C(N2)C2=CCC(CC2)O)=O